1-[4-(1,1-dimethylethyl)phenyl]-4-[4-(diphenylmethoxy)-1-piperidinyl]-1-butanone fumarate C(\C=C\C(=O)O)(=O)O.CC(C)(C)C1=CC=C(C=C1)C(CCCN1CCC(CC1)OC(C1=CC=CC=C1)C1=CC=CC=C1)=O